FC(C=1OC(=NN1)C1=CC=C(C=C1)CN1N=C(N=N1)C1=CC(=CC=C1)N1CCN(CC1)C)F 2-(difluoromethyl)-5-(4-((5-(3-(4-methylpiperazin-1-yl)phenyl)-2H-tetrazol-2-yl)methyl)phenyl)-1,3,4-oxadiazole